4-Piperidin-1-yl-but-2-enoic acid [4-(3-chloro-4-fluoro-phenylamino)-7-(3-morpholin-4-yl-propoxy)-quinazolin-6-yl]-amide ClC=1C=C(C=CC1F)NC1=NC=NC2=CC(=C(C=C12)NC(C=CCN1CCCCC1)=O)OCCCN1CCOCC1